FC1=C(C(=C(C(=C1F)F)F)F)[B-](C1=C(C(=C(C(=C1F)F)F)F)F)(C1=C(C(=C(C(=C1F)F)F)F)F)C1=C(C(=C(C(=C1F)F)F)F)F.C[NH+](CCCCCCCCCCCCCCCC)CCCCCCCCCCCCCCCC N-methyl-N,N-dicetyl-ammonium tetrakis(perfluorophenyl)borate